CNC(=S)C1=CC=C(C=C1)C1=NOC(=N1)C(F)(F)F N-methyl-4-[5-(trifluoromethyl)-1,2,4-oxadiazol-3-yl]benzenethioamide